2-(4-{[(3R)-1-(2,2-difluoroethyl)piperidin-3-yl]amino}pyrido[3,4-d]pyridazin-1-yl)-5-(trifluoromethyl)phenol FC(CN1C[C@@H](CCC1)NC=1N=NC(=C2C1C=NC=C2)C2=C(C=C(C=C2)C(F)(F)F)O)F